ClC=1C=C2C=NC(=NC2=CC1N1CCN(CC1)CCC#N)NC=1C=NN(C1Cl)C1CC1 3-(4-{6-chloro-2-[(5-chloro-1-cyclopropyl-1H-pyrazol-4-yl)amino]quinazolin-7-yl}piperazin-1-yl)propanenitrile